1,1'-bis(2-(1h-indol-3-yl)ethyl)-4,4'-bipyridinium N1C=C(C2=CC=CC=C12)CC[N+]1=CC=C(C=C1)C1=CC=[N+](C=C1)CCC1=CNC2=CC=CC=C12